5-Oxo-N-(4-((4-propyl-3,4-dihydro-2H-benzo[b][1,4]oxazin-7-yl)amino)benzyl)pyrrolidine-3-carboxamide O=C1CC(CN1)C(=O)NCC1=CC=C(C=C1)NC=1C=CC2=C(OCCN2CCC)C1